2,7-dibromospiro[fluorene-9,4'-indeno[1,2-b]thiophene] BrC1=CC2=C(C=C1)C1=CC=C(C=C1C21C2=CC=CC=C2C=2SC=CC21)Br